FC1(CC(C1)N1C(C(=CC2=C1N=C(N=C2)S(=O)(=O)C)N2CCN(C1=C(C=CC=C21)C)C(=O)OC(C)(C)C)=O)F tert-butyl 4-[8-(3,3-difluorocyclobutyl)-2-methylsulfonyl-7-oxo-pyrido[2,3-d]pyrimidin-6-yl]-8-methyl-2,3-dihydroquinoxaline-1-carboxylate